(R)-6-chloro-5-methyl-N-(piperidin-3-yl)pyridazin-3-amine hydrochloride Cl.ClC1=C(C=C(N=N1)N[C@H]1CNCCC1)C